[I+].[Pb+2] lead (II) iodine